2-[[4-[1-Methyl-4-(4-pyridyl)pyrazol-3-yl]phenoxy]methyl]-4-piperazin-1-yl-quinazoline CN1N=C(C(=C1)C1=CC=NC=C1)C1=CC=C(OCC2=NC3=CC=CC=C3C(=N2)N2CCNCC2)C=C1